N-(3-bromo-4-fluorophenyl)-N'-hydroxy-4-((2-(2-carbonyl-imidazolidin-4-yl)ethyl)amino)-1,2,5-oxadiazole-3-carboxamidine BrC=1C=C(C=CC1F)NC(=NO)C1=NON=C1NCCC1NC(NC1)=C=O